CC(\C=C/C)(CCC=C(C)C)O (2Z)-4,8-dimethyl-2,7-nonadien-4-ol